2-(2,4-dioxotetrahydropyrimidin-1(2H)-yl)-5-((4-(thiophen-3-yl)piperazin-1-yl)methyl)isoindoline-1,3-dione O=C1N(CCC(N1)=O)N1C(C2=CC=C(C=C2C1=O)CN1CCN(CC1)C1=CSC=C1)=O